C(CCCCCCCCCCC)C(C[Na])O lauryl-hydroxyethylSodium